2-Methyl-2-butenoic acid-((2S,3R,4R)-4-(4-(1,1-difluoroethyl)benzyl)-2-(3,4-dimethoxyphenyl)tetrahydrofuran-3-yl)methyl ester FC(C)(F)C1=CC=C(C[C@@H]2[C@@H]([C@H](OC2)C2=CC(=C(C=C2)OC)OC)COC(C(=CC)C)=O)C=C1